C1(CC1)C1=CC=2C(OCC3=CC=C(C=C3C3=C(C=C(C(NS(C(=C1O)C2)(=O)=O)=C3)F)F)F)=O 13-Cyclopropyl-4,19,21-trifluoro-14-hydroxy-16,16-dioxo-9-oxa-16λ6-thia-17-azatetracyclo[16.3.1.111,15.02,7]tricosa-1(21),2,4,6,11(23),12,14,18(22),19-nonaen-10-one